ClC1=CC=C2C(=N1)C(CN2C2=NC=C(C=C2)Cl)(C)C 5-chloro-1-(5-chloropyridin-2-yl)-3,3-dimethyl-2,3-dihydro-1H-pyrrolo[3,2-b]pyridine